O(C1=CC=CC=C1)C1=CC=C(C=C1)N1N=CC=2C1=NC=NC2N (4-phenoxyphenyl)-4-amino-1H-pyrazolo[3,4-d]pyrimidine